methyl N6-((benzyloxy)carbonyl)-N2-(N6-((benzyloxy)carbonyl)-N2-(tert-butoxycarbonyl)lysyl)lysinate C(C1=CC=CC=C1)OC(=O)NCCCC[C@H](NC([C@@H](NC(=O)OC(C)(C)C)CCCCNC(=O)OCC1=CC=CC=C1)=O)C(=O)OC